AZOantimony tin [Sn].N(=N[Sb])[Sb]